Acetic acid isobutyl ester Ethyl-butyrate Ethylhexanoat C(C)OC(CCCCC)=O.C(C)OC(CCC)=O.C(C(C)C)OC(C)=O